FC(CN1N=CC=C1)(F)F 1-(2,2,2-tri-fluoroEthyl)-1H-pyrazol